NCCNC(CC)[Si](OC)(OC)OC N-(β-aminoethyl)-α-aminopropyl-trimethoxysilane